N-(4-(1-(1-acetylpiperidin-2-yl)-5-aminoimidazo[1,5-c]pyrimidin-3-yl)benzyl)-5-fluoro-2-methoxybenzamide C(C)(=O)N1C(CCCC1)C=1N=C(N2C(=NC=CC21)N)C2=CC=C(CNC(C1=C(C=CC(=C1)F)OC)=O)C=C2